C(C)N(C(OC(C)(C)C)=O)C1CN(CC1)C=1C2=CN(N=C2C(=C(C1)OC)C(NC=1C=C(C=2N(C1)C=C(N2)C)F)=O)C tert-butyl N-ethyl-N-[1-[7-[(8-fluoro-2-methyl-imidazo[1,2-a]pyridin-6-yl)carbamoyl]-6-methoxy-2-methyl-indazol-4-yl]pyrrolidin-3-yl]carbamate